NCC=1N=C2N(C=C(C=C2S(=O)(=O)N(C)C)C2CC2)C1 2-(aminomethyl)-6-cyclopropyl-N,N-dimethylimidazo[1,2-a]pyridine-8-sulfonamide